n-undecanamine C(CCCCCCCCCC)N